FC=C(C(=O)[O-])C Fluoromethacrylat